ethyl 2-(bromo-methyl)prop-2-enoate BrCC(C(=O)OCC)=C